(2,5-dioxopyrrolidin-1-yl) 3-acetylsulfanylpropanoate C(C)(=O)SCCC(=O)ON1C(CCC1=O)=O